4-(2,5-Diazabicyclo[2.2.2]octan-2-yl)-2-(2,6-dioxopiperidin-3-yl)-5,7-difluoroisoindol C12N(CC(NC1)CC2)C=2C1=CN(C=C1C(=CC2F)F)C2C(NC(CC2)=O)=O